Benzyl (1R,4r)-4-(4-(((1r,4R)-4-(2-((tert-butoxycarbonyl)amino)ethoxy) cyclohexyl)oxy)butanamido)cyclohexane-1-carboxylate C(C)(C)(C)OC(=O)NCCOC1CCC(CC1)OCCCC(=O)NC1CCC(CC1)C(=O)OCC1=CC=CC=C1